Cl.CNCC(F)(F)F N-methyl-2,2,2-trifluoroethylamine hydrochloride